(S)-2-(6-((3-fluoro-5-(1-methyl-1H-pyrazol-4-yl)benzyl)carbamoyl)-7H-purin-8-yl)pyrrolidine-1-carboxylic acid benzyl ester C(C1=CC=CC=C1)OC(=O)N1[C@@H](CCC1)C1=NC2=NC=NC(=C2N1)C(NCC1=CC(=CC(=C1)C=1C=NN(C1)C)F)=O